7-(4-chlorobenzyl)-8-(2-ethylphenoxy)-1-(3-hydroxypropyl)-3-methyl-1H-purine-2,6(3H,7H)-dione ClC1=CC=C(CN2C(=NC=3N(C(N(C(C23)=O)CCCO)=O)C)OC2=C(C=CC=C2)CC)C=C1